4-amino-8-(3-bromo-1-ethyl-1H-1,2,4-triazol-5-yl)-7-fluoro-N-propylisoquinoline-3-carboxamide NC1=C(N=CC2=C(C(=CC=C12)F)C1=NC(=NN1CC)Br)C(=O)NCCC